3-(((R)-7-((2S,4R)-2-(3,5-difluorophenyl)-4-(methylamino)piperidine-1-carbonyl)-7-azaspiro[4.5]dec-10-yl)methyl)-6-(2-fluorophenyl)pyrimidin-4(3H)-one FC=1C=C(C=C(C1)F)[C@H]1N(CC[C@H](C1)NC)C(=O)N1CC2(CCCC2)[C@@H](CC1)CN1C=NC(=CC1=O)C1=C(C=CC=C1)F